5-(3,5-difluorophenyl)-3-((2-fluorobenzyl)amino)-4H-benzo[e][1,2,4]thiadiazine 1,1-dioxide FC=1C=C(C=C(C1)F)C1=CC=CC2=C1NC(=NS2(=O)=O)NCC2=C(C=CC=C2)F